C(C)OC(=O)C=1C=NN(C1)C=1C=C2C(=NNC2=C(C1)F)I 1-(7-fluoro-3-iodo-1H-indazol-5-yl)-1H-pyrazole-4-carboxylic acid ethyl ester